guanidinium, sodium salt [Na+].NC(=[NH2+])N